5-hydroxy-N-(4-oxo-3-{2-[2-(trifluoromethoxy)phenyl]ethyl}-3,4-dihydroquinazolin-5-yl)-6-(trifluoromethyl)pyridine-2-carboxamide OC=1C=CC(=NC1C(F)(F)F)C(=O)NC1=C2C(N(C=NC2=CC=C1)CCC1=C(C=CC=C1)OC(F)(F)F)=O